FC1=C(C=CC(=C1)F)C1=CC(=NO1)C(=O)N[C@H]1[C@@H](CN(CC1)C(=O)OC(C)(C)C)C(NC1(CC1)C1=NC=CC=C1)=O |r| Rac-Tert-Butyl (3R*,4R*)-4-(5-(2,4-difluorophenyl)isoxazole-3-carboxamido)-3-((1-(pyridin-2-yl)cyclopropyl)carbamoyl)piperidine-1-carboxylate